[1-(dicyclohexylmethyl)-2-[[5-[3,5-dimethyl-1-(2-trimethylsilylethoxymethyl)pyrazol-4-yl]-6-methoxy-2-pyridinyl]amino]-2-oxo-ethyl]-2-ethyl-pyrazole-3-carboxamide C1(CCCCC1)C(C(C(=O)NC1=NC(=C(C=C1)C=1C(=NN(C1C)COCC[Si](C)(C)C)C)OC)C1=C(N(N=C1)CC)C(=O)N)C1CCCCC1